C(C)(C)N1CCN(CC1)S(=O)(=O)C1=CC=C(C=C1)NC1=NC=CC(=N1)NC1=NC(=NC=C1)C1=NC(=CC=C1)C N2-[4-(4-isopropylpiperazin-1-yl)sulfonylphenyl]-N4-[2-(6-methyl-2-pyridyl)pyrimidin-4-yl]pyrimidine-2,4-diamine